1,3-dibromo-2,4-xylene BrC1=C(C(=C(C=C1)C)Br)C